3-{[3-(3-bromophenyl)-oxetan-3-yl]difluoromethyl}-4-methyl-4H-1,2,4-triazole BrC=1C=C(C=CC1)C1(COC1)C(C1=NN=CN1C)(F)F